The molecule is an aldehyde that is acetaldehyde in which one of the methyl hydrogens is substituted by a 2,2,3-trimethylcyclopent-3-en-1-yl group. It is a constituent of the essential oil extracted from Angasomyrtus salina. It has a role as a fragrance and a plant metabolite. It is a monocyclic compound and an alpha-CH2-containing aldehyde. It derives from an acetaldehyde. It derives from a hydride of a cyclopentene. CC1=CCC(C1(C)C)CC=O